FC1=CN=CC2=C1N=C(N=C2N)OC[C@]21CCCN1C[C@@H](C2)F 8-fluoro-2-(((2r,7as)-2-fluoro-hexahydro-1H-pyrrolizin-7a-yl)methoxy)pyrido[4,3-d]Pyrimidin-4-amine